NC1=CC=C(N=N1)C#CCN1C2=C(CC[C@@H](C1=O)C1=C(C=C(C=C1)C(F)(F)F)C(F)(F)F)C=C(C=C2)F (R)-1-(3-(6-aminopyridazin-3-yl)prop-2-yn-1-yl)-3-(2,4-bis(trifluoromethyl)phenyl)-7-fluoro-1,3,4,5-tetrahydro-2H-benzo[b]azepine-2-One